N1(CCC2=CC=CC=C12)C(C(=O)OC)(C)C methyl 2-(indolin-1-yl)-2-methylpropanoate